C(C#C)OCCCCCCOCC#C 1,6-bis(prop-2-yn-1-yloxy)hexane